O=C[C@H](O)[C@@H](O)[C@H](O)[C@H](O)C(=O)N GLUCURONAMIDE